tert-butyl 2-{[3-(methoxycarbonyl)-4-(oxan-4-yl)phenyl]amino}-5H,6H,7H,8H-pyrido[3,4-d]pyrimidine-7-carboxylate COC(=O)C=1C=C(C=CC1C1CCOCC1)NC=1N=CC2=C(N1)CN(CC2)C(=O)OC(C)(C)C